Cl.C(#N)C=1C=C(C=CC1F)NC(=O)C1CNCC1 N-(3-cyano-4-fluorophenyl)pyrrolidine-3-carboxamide hydrochloride